2-([1,1'-biphenyl]-3-yl)-4-(3-chlorophenyl)-6-phenyl-1,3,5-triazine C1(=CC(=CC=C1)C1=NC(=NC(=N1)C1=CC(=CC=C1)Cl)C1=CC=CC=C1)C1=CC=CC=C1